1H-pyrrolo[2,3-c]pyridine hydrochloride Cl.N1C=CC=2C1=CN=CC2